O1COC2=C1C=CC(=C2)CC(C)N(O)C N-[1-(1,3-benzodioxol-5-yl)propan-2-yl]-N-methylhydroxylamine